(-)-N-[(1H-benzimidazol-2-yl)methyl]-6-cyclopropyl-1-(1-methylpyrrolidin-3-yl)-1H-pyrazolo[3,4-b]pyrazin-3-amine N1C(=NC2=C1C=CC=C2)CNC2=NN(C1=NC(=CN=C12)C1CC1)C1CN(CC1)C